2-(2-(cyclopropanesulfonamido)thiazol-4-yl)-N-(4-(5-fluoropyridin-3-yl)phenyl)-2-methylpropanamide C1(CC1)S(=O)(=O)NC=1SC=C(N1)C(C(=O)NC1=CC=C(C=C1)C=1C=NC=C(C1)F)(C)C